ClC=1C=C(C=CC1)N1C(\C(\CC1=O)=C/C1=C(OC2=C(C(=O)NC)C=CC=C2)C=CC=C1)=O (Z)-2-(2-((1-(3-chlorophenyl)-2,5-dioxopyrrolidin-3-ylidene)methyl)phenoxy)-N-methylbenzamide